(2r,4S)-2-((1R,5S,6S)-6-(4-(tert-Butyl)phenyl)-3-azabicyclo[3.1.0]hexan-3-carbonyl)-5-azaspiro[3.4]octan-6-on C(C)(C)(C)C1=CC=C(C=C1)C1[C@@H]2CN(C[C@H]12)C(=O)C1CC2(C1)NC(CC2)=O